(5-acetamido-1,3-dioxoisoindolin-2-yl)-3-(3,6-di-tert-butyl-9H-carbazol-9-yl)propionic acid C(C)(=O)NC=1C=C2C(N(C(C2=CC1)=O)C(C(=O)O)CN1C2=CC=C(C=C2C=2C=C(C=CC12)C(C)(C)C)C(C)(C)C)=O